OCC1=CC(=NC=C1C(F)(F)F)N1CCC(CC1)CC(=O)NOC[C@H](C)NC=1C=NNC(C1C(F)(F)F)=O (S)-2-(1-(4-(hydroxymethyl)-5-(trifluoromethyl)pyridin-2-yl)piperidin-4-yl)-N-(2-((6-oxo-5-(trifluoromethyl)-1,6-dihydropyridazin-4-yl)amino)propoxy)acetamide